CC(C(=O)NC(C(=O)O)CCN(CCCCC1=NC=2NCCCC2C=C1)CC(COC)F)(CC1=CC=CC=C1)C 2-[(2,2-dimethyl-3-phenyl-propanoyl)amino]-4-[[2-fluoro-3-methoxy-propyl]-[4-(5,6,7,8-tetrahydro-1,8-naphthyridin-2-yl)butyl]amino]butanoic acid